BrC1=C(C=2N(C(=C1)C)N=C(N2)Cl)N 7-bromo-2-chloro-5-methyl-[1,2,4]triazolo[1,5-a]pyridin-8-amine